(4-methoxyphenyl)-7-methyl-7H-pyrrolo[2,3-d]pyrimidin-4-amine COC1=CC=C(C=C1)C=1N=C(C2=C(N1)N(C=C2)C)N